4,6-dithiocyano-5-nitropyrimidine S(C#N)C1=NC=NC(=C1[N+](=O)[O-])SC#N